NC1=NC=CC(=C1)C=1SC(=C(N1)C)C(=O)O 2-(2-aminopyridin-4-yl)-4-methylthiazole-5-carboxylic acid